O=C(C(=O)O)C1=CNC2=CC=CC=C12 oxo-indole-3-acetic acid